C(C)OC(C)=O ethyl-acetate